6-(methylamino)pyridine-3-carboxylic acid CNC1=CC=C(C=N1)C(=O)O